CC1(CC(CC(C1)CCCC1=CC=CC=C1)O)C=C 3-methyl-5-(3-phenylpropyl)-3-vinyl-cyclohexane-1-ol